3,3',4,5'-tetrahydroxystilbene OC=1C=C(C=CC1O)C=CC1=CC(=CC(=C1)O)O